ClC=1C(=C(C(=CC1)N1N=NN=C1)C=1C=CC(=[N+](C1)[O-])C(C[C@H]1OCCCC1)N1N=CC(=C1)C1=CC=C(C=C1)NC(=O)OC)F |o1:21| 5-(3-chloro-2-fluoro-6-(1H-tetrazol-1-yl)phenyl)-2-(1-(4-(4-((methoxycarbonyl)amino)phenyl)-1H-pyrazol-1-yl)-2-((S*)-tetrahydro-2H-pyran-2-yl)ethyl)pyridine 1-oxide